FC1=CC=C(C=C1)C1=C(N=C(O1)SC)C(=O)N 5-(4-Fluorophenyl)-2-(methylthio)-oxazole-4-carboxamide